C(CC=C)(=O)NC1=NN(C=C1)CC1=CC(C(=C(N1CC)C1=CC(=C(C=C1)Cl)Cl)C(=O)O)=O 6-[[3-(but-3-enoylamino)pyrazol-1-yl]methyl]-2-(3,4-dichlorophenyl)-1-ethyl-4-oxo-pyridine-3-carboxylic acid